C(C)(=O)C1=C(C=C(C=C1)N[C@H](C)C=1N=C2N(C=C(C=C2Br)C2CC2)C1)NC(=O)[C@@H]1[C@H](C1)C1=NC=CC(=N1)C (1S,2S)-N-(2-acetyl-5-(((R)-1-(8-bromo-6-cyclopropylimidazo[1,2-a]pyridin-2-yl)ethyl)amino)phenyl)-2-(4-methylpyrimidin-2-yl)cyclopropane-1-carboxamide